C(C)OC(=O)C(CCCCC)CC octane-6-Carboxylic acid ethyl ester